Tetradecyl (S)-2-amino-3-(3,5-difluorophenyl)propanoate N[C@H](C(=O)OCCCCCCCCCCCCCC)CC1=CC(=CC(=C1)F)F